5-{4-[(1S)-1-(3-chlorophenyl)-1-hydroxyethyl]-2-furoyl}pyrimidin ClC=1C=C(C=CC1)[C@](C)(O)C=1C=C(OC1)C(=O)C=1C=NC=NC1